C1(CC1)CNC=1C=C(C=C2C=C(NC12)C1=CC=CC=C1)COCCOC N-(cyclopropylmethyl)-5-(2-methoxyethoxymethyl)-2-phenyl-1H-indol-7-amine